FC=1C=C(C=NC1)[C@H]([C@@H]1N(C2(CC1C2)C)C(=O)OC(C)(C)C)O tert-Butyl (R)-3-((R)-(5-fluoropyridin-3-yl)(hydroxy)methyl)-1-methyl-2-azabicyclo[2.1.1]hexane-2-carboxylate